CC=1CC=2C(C3=CC=CC=C3C(C2CC1)=O)=O 2-methyl-1,4-dihydro-9,10-anthraquinone